C(C1=CC=CC=C1)(=O)NC1=CC(=NN1C)C1=CC=C(C=C1)NC(=O)N1CCCCC1 N-(4-(5-benzamido-1-methyl-1H-pyrazol-3-yl)phenyl)piperidine-1-carboxamide